C(C)N1C(N(C2=C(C(=CC=3C2=C1N=CN3)C=O)F)CC3=CC=C(C=C3)OC)=O 3-Ethyl-9-fluoro-1-(4-methoxybenzyl)-2-oxo-2,3-dihydro-1H-pyrimido[4,5,6-de]quinazoline-8-carbaldehyde